(3,5-di-tert-butyl-4-hydroxyphenyl)propanoic acid stearyl ester C(CCCCCCCCCCCCCCCCC)OC(C(C)C1=CC(=C(C(=C1)C(C)(C)C)O)C(C)(C)C)=O